(2-tetrahydropyranyl)-1H-pyrazole-5-boronic acid pinacol ester O1C(CCCC1)N1N=CC=C1B1OC(C)(C)C(C)(C)O1